6-(4-(5-((7-cyclobutoxy-4-oxo-3,4-dihydrophthalazin-1-yl)methyl)-2-fluorobenzoyl)piperazin-1-yl)-2-(trifluoromethyl)nicotinonitrile C1(CCC1)OC1=CC=C2C(NN=C(C2=C1)CC=1C=CC(=C(C(=O)N2CCN(CC2)C2=NC(=C(C#N)C=C2)C(F)(F)F)C1)F)=O